(E)-N-(tert-butyl)-2-cyano-3-(4-(naphthalen-1-yl)thiophen-2-yl)acrylamide C(C)(C)(C)NC(\C(=C\C=1SC=C(C1)C1=CC=CC2=CC=CC=C12)\C#N)=O